1-Isobutyl-N-(5-morpholinopyridin-2-yl)-1H-[1,2,3]triazolo[4,5-h]quinazolin-8-amine C(C(C)C)N1N=NC=2C=CC=3C=NC(=NC3C21)NC2=NC=C(C=C2)N2CCOCC2